C12CN(CC(CC1)N2)C=2C=C1CN(C(C1=C(C2F)F)=O)C2CNCCC2 3-(5-(3,8-diazabicyclo[3.2.1]octan-3-yl)-6,7-difluoro-1-oxoisoindoline-2-yl)piperidine